(S)-2-(3-Fluoro-5-((3-methylpiperidin-1-yl)methyl)phenyl)-6-(3-((4-methyl-4H-1,2,4-triazol-3-yl)methyl)oxetan-3-yl)isoindolin-1-one FC=1C=C(C=C(C1)CN1C[C@H](CCC1)C)N1C(C2=CC(=CC=C2C1)C1(COC1)CC1=NN=CN1C)=O